FC1=C(C=CC(=C1C)F)C=1C=C2C(=NC1)N(C(N2)=O)C 6-(2,4-difluoro-3-methyl-phenyl)-3-methyl-2-oxo-imidazo[4,5-b]Pyridine